(2-bromo-4-fluorophenyl)-4-methylpent-4-en-1-ol BrC1=C(C=CC(=C1)F)C(CCC(=C)C)O